N1[C@@H]2[C@@H](CC1)COC2 |r| rac-(3aR,6aR)-hexahydro-1H-furo[3,4-B]pyrrole